2-(3-((4-((3-chloro-2-fluorophenyl)amino)-7-methoxyquinazolin-6-yl)oxy)azetidin-1-yl)-N-methylacetamide ClC=1C(=C(C=CC1)NC1=NC=NC2=CC(=C(C=C12)OC1CN(C1)CC(=O)NC)OC)F